CN1C2=C(OC[C@@H](C1=O)NC(C(=O)NCCC1=CC=CC=C1)=O)C=CC(=C2)C#CCC2C(N(CC2)C)=O N1-((3S)-5-methyl-7-(3-(1-methyl-2-oxopyrrolidin-3-yl)prop-1-yn-1-yl)-4-oxo-2,3,4,5-tetrahydrobenzo[b][1,4]oxazepin-3-yl)-N2-phenethyloxalamide